5-(1-isopropyl-1H-benzo[d]imidazol-5-yl)-3-(2-methoxyphenyl)-1,2,4-oxadiazole C(C)(C)N1C=NC2=C1C=CC(=C2)C2=NC(=NO2)C2=C(C=CC=C2)OC